3-[(4S)-7-chloro-6-(3-fluoro-2-pyridinyl)-4-methyl-8-(trifluoromethyl)-4H-[1,2,4]triazolo[1,5-a][1,4]benzodiazepine-2-Yl]oxazolidin-2-one ClC1=C(C=CC2=C1C(=N[C@H](C=1N2N=C(N1)N1C(OCC1)=O)C)C1=NC=CC=C1F)C(F)(F)F